ClC1=C(NC2=NNC3=CC=CC=C23)C=CC=C1C1=CC2=C(OCCO2)C=C1 3-(2-chloro-3-(1,4-benzodioxan-6-yl)anilino)indazole